CN1N=C(C=2C1=NN=C(C2)C=2C(NC(NC2)=O)=O)N([C@@H](C)C2=CC=CC=C2)C 5-[1-methyl-3-[methyl-[(1S)-1-phenylethyl]amino]pyrazolo[3,4-c]pyridazin-5-yl]-1H-pyrimidine-2,4-dione